C(#N)C=1C=C(C=CC1)C=1N=C2N(N=C(C=C2)C(=O)N[C@H](C(C)(C)O)C)C1C1=CC(=NC(=C1)C)C 2-(3-Cyanophenyl)-3-(2,6-dimethyl-4-pyridyl)-N-[(1S)-2-hydroxy-1,2-dimethyl-propyl]imidazo[1,2-b]pyridazine-6-carboxamide